FC(C1=C(C=CC(=C1)C(F)(F)F)C(C)N1N=CC(=C1)NC(=O)C1=NOC(=C1C)C1=NC=CC=C1)(F)F N-(1-(1-(2,4-bis(trifluoromethyl)phenyl)ethyl)-1H-pyrazol-4-yl)-4-methyl-5-(pyridin-2-yl)isoxazole-3-carboxamide